N-(4-((5-methoxy-1H-benzo[d][1,2,3]triazol-1-yl)methyl)phenyl)sulfamide hydrochloride Cl.COC1=CC2=C(N(N=N2)CC2=CC=C(C=C2)NS(=O)(=O)N)C=C1